5-benzyl-N-((3S,5S)-5-fluoro-1-methyl-2-oxo-2,3,4,5-tetrahydro-1H-benzo[b]azepin-3-yl)-4H-1,2,4-triazole-3-carboxamide C(C1=CC=CC=C1)C=1NC(=NN1)C(=O)N[C@H]1C[C@@H](C2=C(N(C1=O)C)C=CC=C2)F